8-((6-(allyl(methyl)amino)-2,2-difluorobenzo[d][1,3]dioxol-5-yl)thio)-9-(2-(neopentylamino)ethyl)-9H-purin-6-amine C(C=C)N(C=1C(=CC2=C(OC(O2)(F)F)C1)SC=1N(C2=NC=NC(=C2N1)N)CCNCC(C)(C)C)C